BrC1=CC=C(C=C1)C1=NC2=CC(=CC=C2C(=N1)C(=O)N1CCOCC1)C(F)(F)F [2-(4-bromophenyl)-7-(trifluoromethyl)quinazolin-4-yl]-morpholino-methanone